CC1=C(C=C(C=C1)NC(=O)N1[C@H]2CN([C@@H](C1)C2)C2=CC=CC=C2)C2=NC=CC=C2 (1R,4R)-N-(4-methyl-3-(pyridin-2-yl)phenyl)-5-phenyl-2,5-diazabicyclo[2.2.1]heptane-2-carboxamide